5-(2-Isopropyl-4-methoxy-5-oxazol-2-yl-phenoxy)-pyrimidine-2,4-diamine C(C)(C)C1=C(OC=2C(=NC(=NC2)N)N)C=C(C(=C1)OC)C=1OC=CN1